FC(C1=CC=C(C=C1)S(=NC(C1=CC=C(C=C1)C1=NOC(=N1)C(F)(F)F)=O)(=O)C)F N-((4-(difluoromethyl)phenyl)(methyl)(oxo)-λ6-sulfaneylidene)-4-(5-(trifluoromethyl)-1,2,4-oxadiazol-3-yl)benzamide